C12=CN(CCN(CCN(CC(=CC=C1)N2)CC(=O)O)CC(=O)O)CC(=O)O 3,6,9,15-tetraazabicyclo{9.3.1}pentadeca-1,11,13-triene-3,6,9-triacetic acid